ClC1=C(N=C2N1CCOC1=C2C=CC(=C1)N1[C@@H](CCC1)C(=O)N)N1C(N(C(C1C(C)C)=O)C1CC1)=O (2S)-1-(3-chloro-2-(3-cyclopropyl-5-isopropyl-2,4-dioxoimidazolidin-1-yl)-5,6-dihydrobenzo[f]imidazo[1,2-d][1,4]oxazepin-9-yl)pyrrolidine-2-carboxamide